ClC=1C=C(C=CC1F)SC1=C2C=C(NC2=CC(=C1)Cl)C(=O)O 4-((3-chloro-4-fluorophenyl)mercapto)-6-chloro-1H-indole-2-carboxylic acid